C1=CC=CC=2N(C3=C(C=CC21)C=CC=C3)C(=O)N3[C@H]([C@@H]2CC[C@H](C3)N2C(C(C2=CC=CC=C2)C2=CC=CC=C2)=O)C(=O)O (1S,2R,5R)-3-(5H-dibenzo[b,f]azepine-5-carbonyl)-8-(2,2-diphenylacetyl)-3,8-diazabicyclo[3.2.1]octane-2-carboxylic acid